3-cyclopropyl-N-[(2E)-imidazolidin-2-ylidene]-4-{[3-(2-methylpropionylamino)phenyl]amino}benzamide C1(CC1)C=1C=C(C(=O)N=C2NCCN2)C=CC1NC1=CC(=CC=C1)NC(C(C)C)=O